1,2,3,5-tetramethyl-1,4,5,6-tetrahydropyridinium C[NH+]1C(=C(CC(C1)C)C)C